FC(S(=O)(=O)OC1=CC(=CC2=CC=CC(=C12)C#C[Si](C(C)C)(C(C)C)C(C)C)NC(=O)OC(C)(C)C)(F)F 3-((tert-butoxycarbonyl)amino)-8-((triisopropylsilyl)ethynyl)naphthalen-1-yl trifluoromethanesulfonate